4-(5-(2,5-dioxo-2,5-dihydro-1H-pyrrol-1-yl)-2-(3-oxo-3-(2,3,5,6-tetrafluorophenoxy)propyl)phenoxy)butanoic acid O=C1N(C(C=C1)=O)C=1C=CC(=C(OCCCC(=O)O)C1)CCC(OC1=C(C(=CC(=C1F)F)F)F)=O